C(CCCCCCC=1C=C(C(N)=N)C=CC1)C=1C=C(C(N)=N)C=CC1 3,3'-(heptane-1,7-diyl)dibenzimidamide